N-(3,4,5-trimethyl-4,5-dihydropyrido[3,4-e][1,2,3]triazolo[1,5-a]pyrazin-6-yl)cyclopropanecarboxamide CC=1N=NN2C1C(N(C1=C2C=CN=C1NC(=O)C1CC1)C)C